(6-((2-Hydroxypropyl)amino)pyridin-2-yl)sulfonyl-1-(5-methyl-2-(1-methylcyclopropyl)phenoxy)cyclopropane-1-carboxamide OC(CNC1=CC=CC(=N1)S(=O)(=O)C1C(C1)(C(=O)N)OC1=C(C=CC(=C1)C)C1(CC1)C)C